((1s,3s)-3-Hydroxy-3-methylcyclobutyl)(2-(3-methyl-4-(trifluoromethyl)phenoxy)-7-azaspiro[3.5]nonan-7-yl)methanone OC1(CC(C1)C(=O)N1CCC2(CC(C2)OC2=CC(=C(C=C2)C(F)(F)F)C)CC1)C